BrC=1C=C(C(=NC1)OC1=CC=C(C=C1)OC(F)(F)F)C(F)F 5-bromo-3-(difluoromethyl)-2-(4-(trifluoromethoxy)phenoxy)pyridine